C1(=CC=C(C=C1)OC1=C(C(C(=O)O)=CC=C1)C(=O)O)OC1=C(C(C(=O)O)=CC=C1)C(=O)O (p-phenylenedioxy)diphthalic acid